N1(C=NC=C1)C1=CC(=NC=C1)C(=O)NC1CCOCC1 4-(1H-imidazol-1-yl)-N-(tetrahydro-2H-pyran-4-yl)picolinamide